FC(C1(CC1)C=1C=CC(=NC1)C1=CC(=C2C=NC(=NN21)N[C@H]2[C@@H](COCC2)OCP(O)(O)=O)F)F ((((3S,4R)-4-((7-(5-(1-(difluoromethyl)cyclopropyl)pyridin-2-yl)-5-fluoropyrrolo[2,1-f][1,2,4]triazin-2-yl)amino)tetrahydro-2H-pyran-3-yl)oxy)methyl)phosphonic acid